ClC1=CC=C(C=C1)N1N=C(C=C1)OCC1=C(C=CC=C1C)N1N=NN(C1=O)C [2-[[1-(4-chlorophenyl)pyrazol-3-yl]oxymethyl]-3-methylphenyl]-4-methyltetrazol-5-one